C1(CC1)C1=NNC(=C1)NC1=CC2=C(C(=NO2)NS(=O)(=O)C2=C(C=C(C=C2OC)C2COCC2)OC)C=C1OC N-{6-[(3-cyclopropyl-1H-pyrazol-5-yl)amino]-5-methoxy-1,2-benzoxazol-3-yl}-2,6-dimethoxy-4-(oxolan-3-yl)benzene-1-sulfonamide